2'-chloro-7',8'-dihydro-6'H-spiro[[1,3]dioxolane-2,5'-quinoline] ClC1=NC=2CCCC3(C2C=C1)OCCO3